lithium tris(malonate) phosphate P(=O)([O-])(O)O.C(CC(=O)O)(=O)O.C(CC(=O)O)(=O)O.C(CC(=O)O)(=O)O.[Li+]